COC1=CC=C(C(=N1)C)N1CN(C2=CC(=CC=C2C1=O)C(F)(F)F)C1=C(C=C(C#N)C=C1)C 4-(3-(6-methoxy-2-methylpyridin-3-yl)-4-oxo-7-(trifluoromethyl)-3,4-dihydroquinazolin-1(2H)-yl)-3-methyl-benzonitrile